2-ethyl-5,6-bis(4-methoxyphenyl)-3(2H)-pyridazinone C(C)N1N=C(C(=CC1=O)C1=CC=C(C=C1)OC)C1=CC=C(C=C1)OC